Sodium tetrachloroborate Cl[B-](Cl)(Cl)Cl.[Na+]